FC(C1=NC=CC(=C1)C1=NOC(=N1)[C@H](C)NC(C1=CC=CC=C1)=O)(F)F (S)-N-(1-(3-(2-(trifluoromethyl)pyridin-4-yl)-1,2,4-oxadiazol-5-yl)ethyl)benzamide